3-cyclopropyl-1,8-dimethyl-5-[[(1R)-1-[3-(1,1-difluoro-2-hydroxy-ethyl)phenyl]ethyl]amino]imidazo[4,5-g]phthalazin-2-one C1(CC1)N1C(N(C2=CC=3C(=NN=C(C3C=C21)N[C@H](C)C2=CC(=CC=C2)C(CO)(F)F)C)C)=O